S1CC(C1)SCSCSSC1CSC1 1,6-bis(3-thietanyl)-1,3,5,6-tetrathiahexane